OC1=CC=C(C=C1)CC1=CC=C(C=C1)O bis-(4-hydroxyphenyl)methane